(S)-3-(3-hydroxypyrrolidine-1-carbonyl)-7-isopropyl-5-methyl-2-(naphthalen-1-ylmethyl)-2,7-dihydro-4H-pyrazolo[3,4-d]Pyrimidine O[C@@H]1CN(CC1)C(=O)C=1N(N=C2N(CN(CC21)C)C(C)C)CC2=CC=CC1=CC=CC=C21